(E)-4-{[4-(10-benzyl-3-chloro-11-oxo-10,11-dihydro-5H-dibenzo[b,e][1,4]diazepin-5-yl)butyl](methyl)amino}-N-methoxy-N-methyl-but-2-enamide maleate C(\C=C/C(=O)O)(=O)O.C(C1=CC=CC=C1)N1C2=C(N(C3=C(C1=O)C=CC(=C3)Cl)CCCCN(C/C=C/C(=O)N(C)OC)C)C=CC=C2